FC1=C(C=CC(=C1)C(C)C1=NC(=NO1)C=1C=CC(=C(N)C1)C)C1=CC=CC=C1 5-(5-(1-(2-fluoro-[1,1'-biphenyl]-4-yl)ethyl)-1,2,4-oxadiazol-3-yl)-2-methylaniline